4-((2S,3R,4S,5S)-3-(2-(difluoromethoxy)-3,4-difluorophenyl)-4,5-dimethyl-5-(trifluoromethyl)tetrahydrofuran-2-carboxamido)-N-methylpicolinamide FC(OC1=C(C=CC(=C1F)F)[C@@H]1[C@H](O[C@@]([C@H]1C)(C(F)(F)F)C)C(=O)NC1=CC(=NC=C1)C(=O)NC)F